N-(4-(tert-butyl)benzyl)-1,2-dimethyl-1H-indole-6-carboxamide C(C)(C)(C)C1=CC=C(CNC(=O)C2=CC=C3C=C(N(C3=C2)C)C)C=C1